O=C1NC(CC[C@@H]1N1C(C2=CC(=CC=C2C1=O)F)=O)=O 2-((S)-2,6-dioxopiperidin-3-yl)-6-fluoroisoindole-1,3-dione